4-(tert-butylsulfonyl)-2-(3,7-dimethylocta-2,6-dien-1-yl)-5-pentylbenzene-1,3-diol C(C)(C)(C)S(=O)(=O)C1=C(C(=C(C=C1CCCCC)O)CC=C(CCC=C(C)C)C)O